(2S)-2-(2-bromo-3-oxo-3-(2,6-difluoro-4-(methoxycarbonyl)phenyl)propyl)morpholine-4-carboxylic acid BrC(C[C@H]1CN(CCO1)C(=O)O)C(C1=C(C=C(C=C1F)C(=O)OC)F)=O